N-[4-[Chloro(difluoro)methoxy]phenyl]-1-[(3S)-1-methylpyrrolidin-3-yl]-6-oxo-pyridine-3-carboxamide ClC(OC1=CC=C(C=C1)NC(=O)C1=CN(C(C=C1)=O)[C@@H]1CN(CC1)C)(F)F